CC(=O)N[C@@H]1[C@H]([C@@H]([C@H](O[C@@H]1O[C@@H](CC(=O)O)C(=O)O)CO)O)O malyl-N-acetyl-D-glucosamine